(R)-7-(5-(1-(3,5-dichloropyridin-4-yl)ethoxy)-1H-indazol-3-yl)imidazo[1,2-a]pyridine-2-carboxylic acid ClC=1C=NC=C(C1[C@@H](C)OC=1C=C2C(=NNC2=CC1)C1=CC=2N(C=C1)C=C(N2)C(=O)O)Cl